8-nonenyldiethylchlorosilane C(CCCCCCC=C)[Si](Cl)(CC)CC